C(CCCC)OC1=CC=CC=C1 Pentylphenyl ether